tributyl-(4-(2-octyldodecyl)thiophen-2-yl)stannane C(CCC)[Sn](C=1SC=C(C1)CC(CCCCCCCCCC)CCCCCCCC)(CCCC)CCCC